2-o-tolylthiazole-4-carboxylic acid (1-pyrrolo[1,2-a]pyrazin-1-yl-pyrrolidin-3-yl)-amide C=1(C=2N(C=CN1)C=CC2)N2CC(CC2)NC(=O)C=2N=C(SC2)C2=C(C=CC=C2)C